NN1C(=NC(=C1C(N)=O)C1=CC=C(C=C1)C(NC1=NC=CC=C1)=O)[C@H]1N(CCC1)C(=O)OC(C)(C)C tert-butyl (S)-2-(1-amino-5-carbamoyl-4-(4-(pyridin-2-ylcarbamoyl) phenyl)-1H-imidazol-2-yl)pyrrolidine-1-carboxylate